C1(CC1)C1=C(C(=NN1C1=CC=NC=C1)C1=NC2=C(C=NC(=C2)C(F)(F)F)N1C)SCC 2-(5-cyclopropyl-4-(ethylthio)-1-(pyridin-4-yl)-1H-Pyrazol-3-yl)-3-methyl-6-(trifluoromethyl)-3H-imidazo[4,5-c]pyridine